NC1=CC=CC2=CC=CC(=C12)O 4-Amino-5-hydroxy-naphthalin